C(#N)C(CNC=1C(=CC=C2C=CC(=CC12)C1=NC(=NC=C1)C(=O)NC)OC)=C 4-{8-[(2-cyano-2-methylideneethyl)amino]-7-methoxynaphthalen-2-yl}-N-methylpyrimidine-2-carboxamide